BrC=1C2(C(CC(C1)C2(C)C)Br)C 2,6-dibromocamphene